BrC1=CC=C(N(C2=CC=C(C=C2)[N+](=O)[O-])C2=CC=C(C=C2)[N+](=O)[O-])C=C1 4-bromo-N,N-bis(4-nitrophenyl)aniline